FC(C=1C(=C(C=CC1)[C@@H](C)NC=1C2=C(N=CN1)N=C(C(=C2)N2CCN(CC2)C(C)C)OC)F)F (R)-N-(1-(3-(difluoromethyl)-2-fluorophenyl)ethyl)-6-(4-isopropylpiperazin-1-yl)-7-methoxypyrido[2,3-d]pyrimidin-4-amine